3-(1-(4-fluorophenyl)ethyl)-N-(2-(pyrrolidin-1-yl)ethyl)-5-(thiazol-2-yl)pyrazin-2-amine FC1=CC=C(C=C1)C(C)C=1C(=NC=C(N1)C=1SC=CN1)NCCN1CCCC1